O[C@@H](C=O)[C@@H]([C@@H]([C@H]([C@@H](CO)O)O)O)O (2R,3R,4R,5S,6R)-2,3,4,5,6,7-hexahydroxyheptanal